C(C)(C)(C)OC(C[C@H](CCCN(C)C(=O)OC(C)(C)C)NC(C1=CC(=CC=C1)N1N=C(N=N1)C)=O)=O.C(C=C)C1CN(CCC1)CC1=CC=CC=C1 3-allyl-1-benzyl-piperidine tert-butyl-(3S)-6-[tert-butoxycarbonyl(methyl)-amino]-3-[[3-(5-methyltetrazol-2-yl)benzoyl]amino]hexanoate